((3aR,6aS)-5-(4,6-dimethylpyrimidin-2-yl)hexahydropyrrolo[3,4-c]pyrrol-2(1H)-yl)(2-(pyrimidin-2-yl)indolizin-1-yl)methanone CC1=NC(=NC(=C1)C)N1C[C@@H]2[C@H](C1)CN(C2)C(=O)C=2C(=CN1C=CC=CC21)C2=NC=CC=N2